(S)-2-(3,4-dichloro-6-oxopyridazin-1(6H)-yl)-4-methylpentanoic acid methyl ester COC([C@H](CC(C)C)N1N=C(C(=CC1=O)Cl)Cl)=O